4-[[4-[[[1-[(2,4-dimethoxyphenyl)methylamino]-5-isoquinolyl]amino]methyl]-2-azabicyclo[2.1.1]hexan-1-yl]methoxy]-1-methyl-pyridin-2-one COC1=C(C=CC(=C1)OC)CNC1=NC=CC2=C(C=CC=C12)NCC12CNC(C1)(C2)COC2=CC(N(C=C2)C)=O